CN(C(C1=C(N=CC=C1)S(N)(=O)=O)=O)C N,N-dimethyl-2-sulfamoyl-nicotinamide